CN(C(OC(C)(C)C)=O)C[C@@H]1OCCC2=C(C=CC=C12)C1=CN=CS1 |o1:10| rel-tert-Butyl (R)-methyl((5-(thiazol-5-yl)isochroman-1-yl)methyl)carbamate